FC=1C(=C(C=CC1F)C(=O)N1CC(C1)(O)CNC1=CC=C(C=C1)OC)NC1=C(C=C(C=C1)I)F 1-({3,4-difluoro-2-[(2-fluoro-4-iodophenyl)amino]Phenyl}carbonyl)-3-({[4-(methyloxy)phenyl]Amino}methyl)azetidin-3-ol